FC1(CNC(N(C1)[C@@H](C)C1=CC=2N(N=C1)C=C(N2)[C@H](C2CCC(CC2)(F)F)NC(OC(C)(C)C)=O)=O)F |o1:7| tert-Butyl ((S)-(7-((S*)-1-(5,5-difluoro-2-oxotetrahydropyrimidin-1(2H)-yl)ethyl)imidazo[1,2-b]pyridazin-2-yl)(4,4-difluorocyclohexyl)methyl)carbamate